(3S)-1-[3-fluoro-4-(4,4,5,5-tetramethyl-1,3,2-dioxaborolan-2-yl)phenyl]-3-pyrrolidinecarboxylic acid methyl ester COC(=O)[C@@H]1CN(CC1)C1=CC(=C(C=C1)B1OC(C(O1)(C)C)(C)C)F